(E)-4-(4-(6-(4-(dimethylamino)styryl)nicotinamido)-1-methyl-1H-pyrrole-2-carboxamido)-1-methyl-1H-pyrrole-2-carboxylic acid CN(C1=CC=C(/C=C/C2=NC=C(C(=O)NC=3C=C(N(C3)C)C(=O)NC=3C=C(N(C3)C)C(=O)O)C=C2)C=C1)C